C1(=CC=C(C=C1)C(C(=O)OC)CC(OCC)OCC)C1=CC=CC=C1 Methyl 2-([1,1'-biphenyl]-4-yl)-4,4-diethoxybutanoate